5-(4-bromo-1H-pyrazol-1-yl)-1-isobutylpyridin-2(1H)-one BrC=1C=NN(C1)C=1C=CC(N(C1)CC(C)C)=O